N[C@@H]1C2=CC=CC=C2CC12CCN(CC2)C=2C=C1C(=CC=NC1=CC2)C(=C)C2=NNC=C2 (S)-6-(1-amino-1,3-dihydrospiro[indene-2,4'-piperidin]-1'-yl)-3-(1-(quinolin-4-yl)vinyl)-1H-pyrazole